N[C@H]1C[C@H](CCC1)C(=O)NC1=NC=C(C(=C1)C1=C2N(N=C1)CC(C2)(C)C)OC (1S,3R)-3-amino-N-(4-(5,5-dimethyl-5,6-dihydro-4H-pyrrolo[1,2-b]pyrazol-3-yl)-5-methoxypyridin-2-yl)cyclohexane-1-carboxamide